perfluorooctanesulfonic acid trimethylneopentylammonium salt C[N+](CC(C)(C)C)(C)C.FC(C(C(C(C(C(C(C(F)(F)F)(F)F)(F)F)(F)F)(F)F)(F)F)(F)F)(S(=O)(=O)[O-])F